(S)-3-(((6-((4-isobutylphenyl)(methyl)amino)-1,2,3,4-tetrahydroisoquinolin-1-yl)methyl)amino)isonicotinic acid C(C(C)C)C1=CC=C(C=C1)N(C=1C=C2CCN[C@@H](C2=CC1)CNC1=C(C(=O)O)C=CN=C1)C